C1(=CC=CC=C1)C1=CN=C(O1)C1=CC=C(C=C1)C=1OC(=CN1)C1=CC=CC=C1 1,4-Bis(5-phenyl-2-oxazolyl)benzol